ClC1=CC=C2C(=CNC2=C1)S(=O)(=O)NC=1C(=NC(=C(C1)F)OC)OC 6-Chloro-N-(5-fluoro-2,6-dimethoxypyridin-3-yl)-1H-indole-3-sulfonamide